COC(CC1CC(C1)NC1=C(C=CC=C1)C(C)C)=O.OC1=C(C=C(C=C1OC)C1=CC=CO1)OC 5-(4-hydroxy-3,5-dimethoxyphenyl)furan methyl-2-(3-((2-isopropylphenyl)amino)cyclobutyl)acetate